CN(C=1SC2=C(N1)C=CC(=C2)C2=CC1=CN(N=C1C=C2)C)C2CC(NCC2)C N-methyl-6-(2-methyl-2H-indazol-5-yl)-N-(2-methylpiperidin-4-yl)1,3-benzothiazol-2-amine